N-[3-(2-chloro-5-fluorophenyl)-7-methoxy-1-oxo-2,3-dihydro-1H-pyrrolo[4,3-f]quinolin-4-yl]-5-fluoro-3-(trifluoromethyl)benzamide ClC1=C(C=C(C=C1)F)C1NC(C2=C3C=CC(=NC3=CC(=C21)NC(C2=CC(=CC(=C2)F)C(F)(F)F)=O)OC)=O